F[P-](F)(F)(F)(F)F.CC1(C(N(C=2C=CC3=C(C12)C=CC=C3)C)C)C 1,1,2,3-tetramethyl-1H-benzo[e]indole hexafluorophosphate